(4S)-3-benzyloxycarbonyl-2,2-dimethyl-oxazolidine-4-carboxylic acid methyl ester COC(=O)[C@H]1N(C(OC1)(C)C)C(=O)OCC1=CC=CC=C1